acryloyloxypropyl-dimethyl-cyclohexyl-ammonium chloride [Cl-].C(C=C)(=O)OCCC[N+](C1CCCCC1)(C)C